OCC1=CC=CC(=N1)C1CN(CC1)C(=O)OC(C)(C)C tert-Butyl 3-(6-(hydroxymethyl)pyridin-2-yl)pyrrolidine-1-carboxylate